1,3,5-Tris((4-t-butyl-3-hydroxy-2,6-xylyl)methyl)-1,3,5-triazine-2,4,6(1H,3H,5H)-trione C(C)(C)(C)C1=C(C(=C(C(=C1)C)CN1C(N(C(N(C1=O)CC1=C(C(=C(C=C1C)C(C)(C)C)O)C)=O)CC1=C(C(=C(C=C1C)C(C)(C)C)O)C)=O)C)O